(13E)-13,15-hexadecadiene-1-ol C(CCCCCCCCCCC\C=C\C=C)O